5-[4-[[4-(Cyclopropylmethoxy)phenyl]carbamoyl]-5-fluoro-2-pyridyl]-2-methyl-pyridine-3-carboxylic acid C1(CC1)COC1=CC=C(C=C1)NC(=O)C1=CC(=NC=C1F)C=1C=C(C(=NC1)C)C(=O)O